ClC1=C(C=C(C=C1)[C@]1(O)[C@H](O)[C@@H](O)[C@H](O)[C@H](O1)CO)CC1=CC=C(C=C1)O[C@@H]1COCC1 1-chloro-4-(beta-D-glucopyranos-1-yl)-2-[4-((S)-tetrahydrofuran-3-yloxy)-benzyl]-benzene